OC1=C(C(=O)OC2=C(C(=C(C(=O)OCC3=CC=CC=C3)C(=C2C)C)C)C)C(=CC(=C1C)O)C benzyl 4-(2,4-dihydroxy-3,6-dimethylbenzoyloxy)-2,3,5,6-tetramethylbenzoate